2-(benzyloxy)-2-methylpropyl ((4-nitrophenoxy)(phenoxy) phosphoryl)-L-alaninate [N+](=O)([O-])C1=CC=C(OP(=O)(OC2=CC=CC=C2)N[C@@H](C)C(=O)OCC(C)(C)OCC2=CC=CC=C2)C=C1